(9S)-7-(4-chlorophenyl)-4,5,13-trimethyl-9-(2H-tetrazol-5-ylmethyl)-3-thia-1,8,11,12-tetrazatricyclo[8.3.0.02,6]trideca-2(6),4,7,10,12-pentaene ClC1=CC=C(C=C1)C=1C=2C(=C(SC2N2C(=NN=C2[C@@H](N1)CC=1N=NNN1)C)C)C